diisopropyl (((((((2R)-1-(6-((2-oxido-4-(pyridin-4-yl)-1,3,2-dioxaphosphinan-2-yl) amino)-9H-purin-9-yl) propan-2-yl) oxy) methyl) phosphoryl) bis(oxy)) bis(methylene)) dicarbonate C(OC(C)C)(OCOP(=O)(CO[C@@H](CN1C2=NC=NC(=C2N=C1)NP1(OCCC(O1)C1=CC=NC=C1)=O)C)OCOC(OC(C)C)=O)=O